3-(5-(4-bromophenyl)-3-(4-chlorophenyl)-4,5-dihydro-1H-pyrazole-1-carbonyl)-7-(3-cyanoselenopropoxy)-dihydro-benzopyran-2-one BrC1=CC=C(C=C1)C1CC(=NN1C(=O)C1C(OC2=C(C1)C=CC(=C2)OCCC[Se]C#N)=O)C2=CC=C(C=C2)Cl